tris(trisilane) phosphite P(O)(O)O.[SiH3][SiH2][SiH3].[SiH3][SiH2][SiH3].[SiH3][SiH2][SiH3]